1,3-bis(1H-pyrazolyl)benzene N1(N=CC=C1)C1=CC(=CC=C1)N1N=CC=C1